BrC=1C=C(C=CC1)CC(C)(C)NC(=O)C=1C=C2C(=NC1)N(C=C2)C N-(1-(3-bromophenyl)-2-methylpropan-2-yl)-1-methyl-1H-pyrrolo[2,3-b]pyridine-5-carboxamide